NC1=NC=CC2=CC(=CC=C12)CNC(=O)C=1SC=C(N1)CCC1CCN(CC1)C N-((1-aminoisoquinolin-6-yl)methyl)-4-(2-(1-methylpiperidin-4-yl)ethyl)thiazole-2-carboxamide